(2R,3R,4S,5R)-4-[[4-cyclopropyl-3-(3,4-difluoro-2-methoxy-phenyl)-5-methyl-5-(trifluoromethyl)tetrahydrofuran-2-carbonyl]amino]pyridine-2-carboxamide C1(CC1)[C@H]1[C@@H]([C@@H](O[C@]1(C(F)(F)F)C)C(=O)NC1=CC(=NC=C1)C(=O)N)C1=C(C(=C(C=C1)F)F)OC